ClC=1C=CC(=C(C1)O)C=1N=NC(=C(C1C)C)N1C[C@H](OCC1)CO 5-chloro-2-[6-[(2S)-2-(hydroxymethyl)morpholin-4-yl]-4,5-dimethyl-pyridazin-3-yl]phenol